BrC=1C=C2C(=CC1)C(N(C[C@]21[C@H](C1)F)CC(=O)NC1=NC=C(C=N1)F)=O 2-[(2's,4r)-6-bromo-2'-fluoro-1-oxospiro[3H-isoquinoline-4,1'-cyclopropan]-2-yl]-N-(5-fluoropyrimidin-2-yl)acetamide